OC1=CC=C(C=C2NCNC2=O)C=C1 4-(4-hydroxybenzylidene)-5-imidazolidinone